C(=O)(OCC1C2=CC=CC=C2C2=CC=CC=C12)N([C@@H](C)C(=O)O)C1=CC2=CC=CC=C2C=C1 Fmoc-L-2-naphthylalanine